1-Ethyl 9-((5-(1-((2S,4R)-4-hydroxy-2-((4-(4-methylthiazol-5-yl)benzyl)carbamoyl)pyrrolidin-1-yl)-3-methyl-1-oxobutan-2-yl)isoxazol-3-yl)oxy)nonanoate O[C@@H]1C[C@H](N(C1)C(C(C(C)C)C1=CC(=NO1)OCCCCCCCCC(=O)OCC)=O)C(NCC1=CC=C(C=C1)C1=C(N=CS1)C)=O